O1C(OCC1)C1=NC=CC(=C1)C=1C=NC=C(C1)C1=C(C=C(C=C1)NC(OC(C)C)=O)Cl Isopropyl (4-(2'-(1,3-dioxolan-2-yl)-[3,4'-bipyridin]-5-yl)-3-chlorophenyl)carbamate